C(CCC)OC(NCCOCCO)=O Butyl(2-(2-hydroxyethoxy)ethyl)carbamate